[1-[6-chloro-3-(methylcarbamoyl)-7-(trifluoromethyl) thieno[3,2-b]pyridin-5-yl]-4-piperidinyl] N-cyclopropylcarbamate C1(CC1)NC(OC1CCN(CC1)C1=C(C(=C2C(=N1)C(=CS2)C(NC)=O)C(F)(F)F)Cl)=O